1-(2-Ethynylthiazol-4-yl)-3-(4-(4-hydroxy-2-(2-hydroxyethoxy)quinazolin-5-yl)-benzyl)-urea C(#C)C=1SC=C(N1)NC(=O)NCC1=CC=C(C=C1)C1=C2C(=NC(=NC2=CC=C1)OCCO)O